3-((2-(Trimethylsilyl)ethoxy)methyl)-1,3-diazadispiro[4.1.57.15]tridecane-2,4,10-trione C[Si](CCOCN1C(NC2(C1=O)CC1(CCC(CC1)=O)C2)=O)(C)C